FC(OC[C@@H](C1=CC(=CC=C1)OC(F)F)NC(C[C@@H](O)C1CC(C1)(C)C)=O)F (R)-N-((R)-2-(difluoromethoxy)-1-(3-(difluoromethoxy)phenyl)ethyl)-3-(3,3-dimethylcyclobutyl)-3-hydroxypropanamide